[N+](=O)(O)[O-].N(=O)O nitrous acid, nitrate salt